[Ti](CCCCCCCCCCCCCCC)CC(C)=O Titanacetylaceton